{3-[(3-fluoro-2-methoxyphenyl)amino]-4-oxo-2-[3-(pyrrolidin-3-ylmethoxy)pyridin-4-yl]-4,5,6,7-tetrahydro-1H-pyrrolo[3,2-c]pyridin-7-yl}propanal FC=1C(=C(C=CC1)NC1=C(NC2=C1C(NCC2C(C=O)C)=O)C2=C(C=NC=C2)OCC2CNCC2)OC